p-((diiodomethyl)sulfonyl)toluol IC(S(=O)(=O)C1=CC=C(C=C1)C)I